(2E)-N-(4-Amino-3-cyano-7-ethoxyquinolin-6-yl)-3-[(2R)-1-methylpyrrolidin-2-yl]acrylamide NC1=C(C=NC2=CC(=C(C=C12)NC(\C=C\[C@@H]1N(CCC1)C)=O)OCC)C#N